OC1=C(N2C(C3=CC=CC=C13)=NC(=N2)C)C(=O)NCC(=O)OCC ethyl 2-[(6-hydroxy-2-methyl-[1,2,4]triazolo[5,1-a]isoquinoline-5-carbonyl)amino]acetate